FC=1C(=NC(=NC1)C1=NN(C(=C1)C1=NOC=C1)CC1=C(C=CC=C1)F)N(C(COCC1=CC=C(C=C1)OC)=O)CC(F)(F)F N-(5-fluoro-2-(1-(2-fluorobenzyl)-5-(isoxazol-3-yl)-1H-pyrazol-3-yl)pyrimidin-4-yl)-2-((4-methoxybenzyl)oxy)-N-(2,2,2-trifluoroethyl)acetamide